C(C)(C)(C)C=1C(=C(C=C(C1)OCCCOC(C(=C)C)=O)N1N=C2C(=N1)C=CC(=C2)OC)O 2-[3'-tert-butyl-2'-hydroxy-5'-(3''-methacryloyloxypropoxy)phenyl]-5-methoxybenzotriazole